genistein N-ethylglucamine salt C(C)NC[C@H](O)[C@@H](O)[C@H](O)[C@H](O)CO.O1C=C(C(=O)C=2C(O)=CC(O)=CC12)C1=CC=C(O)C=C1